3-({4-[({2-[methyl(methylsulfonyl)amino]pyridin-3-yl}methyl)amino]-5-(trifluoromethyl)pyrimidin-2-yl}amino)-N-(tetrahydro-2H-pyran-4-yl)benzamide CN(C1=NC=CC=C1CNC1=NC(=NC=C1C(F)(F)F)NC=1C=C(C(=O)NC2CCOCC2)C=CC1)S(=O)(=O)C